N-(4-((2-(1,1-difluoroethyl)-6-methylpyrimidin-4-yl)amino)-5-(2-fluoroethoxy)pyridin-2-yl)acetamide FC(C)(F)C1=NC(=CC(=N1)NC1=CC(=NC=C1OCCF)NC(C)=O)C